CN(CCC1=CNC2=CC=C(C=C12)SC)C N,N-Dimethyl-5-methylthio-tryptamine